5-((3-(2-chloro-3-phenylanilino)-1-methylindazol-6-ylmethylene)aminomethyl)pyrrolidin-2-one ClC1=C(NC2=NN(C3=CC(=CC=C23)C=NCC2CCC(N2)=O)C)C=CC=C1C1=CC=CC=C1